5-O-methylgentisic acid COC1=CC=C(C(C(=O)O)=C1)O